4'-fluorobiphenyl-4-sulfonyl chloride FC1=CC=C(C=C1)C1=CC=C(C=C1)S(=O)(=O)Cl